C(C)(C)(C)C1=NN(C(=C1)N)C1=CC=C(C=C1)I 3-(Tert-butyl)-1-(4-iodophenyl)-1H-pyrazol-5-amine